C(C)(C)C1(CCN(CC1)C=1OC2=C(C=C(C=C2C(C1)=O)C)C(C)NC1=C(C(=O)O)C=CC=C1)C 2-((1-(2-(4-isopropyl-4-methylpiperidin-1-yl)-6-methyl-4-oxo-4H-chromen-8-yl)ethyl)amino)benzoic acid